β-Carotenone CC(=O)CCCC(C(=O)/C=C/C(=C/C=C/C(=C/C=C/C=C(/C=C/C=C(/C=C/C(=O)C(CCCC(=O)C)(C)C)\C)\C)/C)/C)(C)C